C(C)(C)(C)OC(=O)NC(C(=O)O)CCSC 2-((tert-butoxycarbonyl)amino)-4-(methylthio)butanoic acid